3-(3-(2-ethoxyphenyl)-4-oxooxazolidin-2-yl)-N-(4-phenylbutyl)benzamide C(C)OC1=C(C=CC=C1)N1C(OCC1=O)C=1C=C(C(=O)NCCCCC2=CC=CC=C2)C=CC1